FC=C(C1=CC=CC=C1)C fluoro-α-methyl-styrene